ClC1=CC=C(C=C1)C=1SC=C(N1)CCNC(CCC)=O N-(2-(2-(4-chlorophenyl)thiazole-4-yl)ethyl)butyramide